N-(2,4-dichloro-6-(methoxy-methyl)benzyl)-5-fluoro-8-hydroxy-5,6,7,8-tetrahydro-quinoline-5-carboxamide ClC1=C(CNC(=O)C2(C=3C=CC=NC3C(CC2)O)F)C(=CC(=C1)Cl)COC